(5R)-5-[4-[2-[[2-(chloromethyl)-3-fluoro-propyl]amino]ethoxy]phenyl]-8-(trifluoromethyl)-5H-benzopyran ClCC(CNCCOC1=CC=C(C=C1)[C@H]1C=CC(=C2C1=CC=CO2)C(F)(F)F)CF